(fluoro(2-(((3S,6S,7aS,8aR,9aR)-5-oxo-3-(1-azaspiro[3.4]octane-1-carbonyl)decahydro-1H-cyclopropa[d]pyrrolo[1,2-a]azocin-6-yl)carbamoyl)benzo[b]thiophen-5-yl)methyl)phosphonic acid FC(C1=CC2=C(SC(=C2)C(N[C@H]2C[C@H]3[C@@H](C[C@@H]4N(C2=O)[C@@H](CC4)C(=O)N4CCC42CCCC2)C3)=O)C=C1)P(O)(O)=O